FC(C1=CC=C(C=C1)C=1C=NC(=C(C(=O)NC2=CC(=CC=C2)[S@@](=O)NC)C1C)OC=1C(=NC(=CC1)F)C)F (R)-5-(4-(difluoromethyl)phenyl)-2-((6-fluoro-2-methylpyridin-3-yl)oxy)-4-methyl-N-(3-(S-methylamino-sulfinyl)phenyl)nicotinamide